(2,2,6,6-tetramethyl-4-hydroxypiperidinyl)benzoate CC1(N(C(CC(C1)O)(C)C)C1=C(C(=O)[O-])C=CC=C1)C